FC1=CC=C(C(=C1C=1NC=C(N1)C1=CC=CC=C1)O)OC 2-(6-fluoro-2-hydroxy-3-methoxyphenyl)-4(s)-phenylimidazole